FC=1C=CC=C2CCO[C@H](C12)[C@H](C)N (S)-1-((R)-8-fluoroisochroman-1-yl)ethan-1-amine